CN(/C=C(/C(=O)C1=CC=C(C2=CC=CC=C12)OC)\C1=CC(=C(C=C1)OC)I)C (E)-3-(dimethylamino)-1-(4-methoxynaphthalen-1-yl)-2-(3-iodo-4-methoxyphenyl)prop-2-en-1-one